5-bromo-3-cyclopropoxy-2-nitropyridine BrC=1C=C(C(=NC1)[N+](=O)[O-])OC1CC1